COC=1C=C2CCN(C(C2=CC1OC)CCC1=CN(C2=CC=CC=C12)CCS(=O)(=O)C)CC1CCOCC1 6,7-dimethoxy-1-(2-(1-(2-(methylsulfonyl)ethyl)-1H-indol-3-yl)ethyl)-2-((tetrahydro-2H-pyran-4-yl)methyl)-1,2,3,4-tetrahydroisoquinoline